CC1N(C(CC2(C1)OCCC1=C2SC=C1)C)C(C(F)(F)F)=O 1-[(2R,6S)-2',6'-dimethylspiro[4,5-dihydrothieno[2,3-c]pyran-7,4'-piperidine]-1'-yl]-2,2,2-trifluoro-ethanone